lithium 5-nitro-2-({1-[2-(oxan-2-yloxy)ethyl]-1H-1,2,3,4-tetrazol-5-yl}sulfanyl)benzoate [N+](=O)([O-])C=1C=CC(=C(C(=O)[O-])C1)SC1=NN=NN1CCOC1OCCCC1.[Li+]